3-Bromo-2-(4-fluorophenyl)-4,5,6,7-tetrahydro-4,7-ethanopyrazolo[1,5-a]pyridine BrC=1C(=NN2C1C1CCC2CC1)C1=CC=C(C=C1)F